C1=CC=CC=2NCC3N(C12)CCC(C3)NC(=O)[O-] 6,6a,7,8,9,10-hexahydro-5H-pyrido[1,2-a]quinoxaline-8-carbamate